C(C)NC(OC1=C(C=CC2=C1CC1CCCN(C1C2)CCC)OC(NCC)=O)=O 1-propyl-1,2,3,4,4a,5,10,10a-octahydrobenzo[g]quinoline-6,7-diyl bis(ethylcarbamate)